2-(3,3-difluoropiperidin-1-yl)-6-methylpyrimidine-4-carbohydrazide FC1(CN(CCC1)C1=NC(=CC(=N1)C(=O)NN)C)F